tetra-n-butoxyzirconium(IV) C(CCC)O[Zr](OCCCC)(OCCCC)OCCCC